tert-butyl (2R,3S)-3-(((benzyloxy)carbonyl)amino)-2-(2-oxoethyl)pyrrolidine-1-carboxylate C(C1=CC=CC=C1)OC(=O)N[C@@H]1[C@H](N(CC1)C(=O)OC(C)(C)C)CC=O